3-amino-6-bromo-5-methoxypicolinonitrile NC=1C(=NC(=C(C1)OC)Br)C#N